S-methyl 4-dimethylamino-4-methyl-pent-2-ynethioate CN(C(C#CC(SC)=O)(C)C)C